BrC1=C(C=O)C=CC(=C1)SCCC(C(C(C(C(C(C(C(F)(F)F)(F)F)(F)F)(F)F)(F)F)(F)F)(F)F)(F)F 2-bromo-4-(3,3,4,4,5,5,6,6,7,7,8,8,9,9,10,10,10-heptadecafluorodecylthio)benzaldehyde